[N+](=O)([O-])C=1C=CC(NC1)=O 5-nitro-2(1H)-Pyridinone